CN1CCC(CC1)CNC(=O)C1=CC(=NC=C1)C1=NC=CC(=C1)C1=NOC(=N1)C(F)(F)F N-((1-Methylpiperidin-4-yl)methyl)-4'-(5-(trifluoromethyl)-1,2,4-oxadiazol-3-yl)-[2,2'-bipyridine]-4-carboxamide